OC(=O)C(F)(F)F.ClC1=C(C=CC=C1C)C1C(=NC=CC1=O)C (2-chloro-3-methylphenyl)-2-methylpyridin-4(3H)-one TFA salt